CC1=CC=2C(C3=CC(=CC=C3N(C2C=C1)C)C)=O 2,7-dimethyl-10-methyl-acridone